butyl-(ethyl)methylamine C(CCC)N(C)CC